ClC1=CC=C(C=C1)C1=C(CCC(C1)(C)C)CN1CCN(CC1)C1=CC(=C(C(=O)OC)C=C1)OC1=CC=C(C=C1)OC methyl 4-(4-((4'-chloro-5,5-dimethyl-3,4,5,6-tetrahydro-[1,1'-biphenyl]-2-yl)methyl)piperazin-1-yl)-2-(4-methoxyphenoxy)benzoate